3-(2,4-difluoro-2',4',5,6'-tetramethyl-[1,1'-biphenyl]-3-yl)propanoic acid ethyl ester C(C)OC(CCC=1C(=C(C=C(C1F)C)C1=C(C=C(C=C1C)C)C)F)=O